N-[3-[2,5-bis(difluoromethoxy)phenyl]-1-[[2-[1-[3-(dimethylamino)-3-methyl-butyl]azetidin-3-yl]tetrazol-5-yl]methyl]pyrazol-4-yl]pyrazolo[1,5-a]pyrimidine-3-carboxamide FC(OC1=C(C=C(C=C1)OC(F)F)C1=NN(C=C1NC(=O)C=1C=NN2C1N=CC=C2)CC=2N=NN(N2)C2CN(C2)CCC(C)(C)N(C)C)F